(3R)-3-amino-7-(5-tert-butyl-1,3,4-oxadiazol-2-yl)-1,1-dioxo-5-[(4-phenoxyphenyl)methyl]-2,3-dihydro-1λ6,5-benzothiazepin-4-one N[C@H]1CS(C2=C(N(C1=O)CC1=CC=C(C=C1)OC1=CC=CC=C1)C=C(C=C2)C=2OC(=NN2)C(C)(C)C)(=O)=O